4-(4'-chloro-2'-{3-[4-(ethoxycarbonyl)-5-(trifluoromethyl)-1H-pyrazol-1-yl]piperidin-1-yl}-3-fluoro[1,1'-biphenyl]-4-yl)piperazine-1-carboxylic acid tert-butyl ester C(C)(C)(C)OC(=O)N1CCN(CC1)C1=C(C=C(C=C1)C1=C(C=C(C=C1)Cl)N1CC(CCC1)N1N=CC(=C1C(F)(F)F)C(=O)OCC)F